C(C#CCCCCC)(=O)O.NC(=N)NC(=N)N biguanide octynate